tert-butyl N-[1-(4-amino-3-hydroxybut-1-yn-1-yl)cyclopropyl]-N-(tert-butoxycarbonyl)carbamate NCC(C#CC1(CC1)N(C(OC(C)(C)C)=O)C(=O)OC(C)(C)C)O